N-(4-((1-Cyclopentyl-3-methyl-2-oxo-2,3-dihydro-1H-imidazo[4,5-c]pyridin-6-yl)amino)phenyl)acetamide C1(CCCC1)N1C(N(C=2C=NC(=CC21)NC2=CC=C(C=C2)NC(C)=O)C)=O